(S)-3-(2-(2-acryloyl-2,6-diazaspiro[3.4]octan-6-yl)-4-(2-fluorophenyl)-5,6-dihydro-7H-pyrrolo[2,3-d]pyrimidin-7-yl)-N,5-dimethylhexanamide C(C=C)(=O)N1CC2(C1)CN(CC2)C=2N=C(C1=C(N2)N(CC1)[C@H](CC(=O)NC)CC(C)C)C1=C(C=CC=C1)F